5-chlorobenzoImidazole ClC1=CC2=C(N=CN2)C=C1